(1'R,2'R,4'S)-4-(5-Methoxypyridin-3-yl)-5'-methyl-2'-(prop-1-en-2-yl)-1',2',3',4'-tetrahydro-[1,1'-biphenyl]-2,4',6-triol COC=1C=C(C=NC1)C=1C=C(C(=C(C1)O)[C@H]1[C@@H](C[C@@H](C(=C1)C)O)C(=C)C)O